6-(2-fluoro-4-(2-methyl-2H-indazol-4-yl)benzyl)-3-(methoxy-d3)-6,7-dihydro-5H-pyrrolo[3,4-b]pyridin-5-one-7,7-d2 FC1=C(CN2C(C3=NC=C(C=C3C2=O)OC([2H])([2H])[2H])([2H])[2H])C=CC(=C1)C=1C2=CN(N=C2C=CC1)C